3-methacryloxypropyl-tris(vinyldimethoxysiloxy)silane C(C(=C)C)(=O)OCCC[Si](O[Si](C=C)(OC)OC)(O[Si](C=C)(OC)OC)O[Si](OC)(OC)C=C